FCON1N=CC=C1C(=O)N (fluoromethoxy)-1H-pyrazole-5-carboxamide